C(C1=CC=CC=C1)OC=1C=C2C(=CNC2=CC1)C=O 5-(benzyloxy)-1H-indole-3-carbaldehyde